NC1=C(C2=C(S1)C(=CC=C2C=2C1=C(C=3C=NC(=NC3C2F)OCC23CCCN3CC(C2)=C(F)F)COC1)F)C#N 2-Amino-4-(3-((2-(difluoromethylidene)tetrahydro-1H-pyrrolizin-7a(5H)-yl)methoxy)-5-fluoro-7,9-dihydrofuro[3,4-f]quinazolin-6-yl)-7-fluorobenzo[b]thiophene-3-carbonitrile